CC=1C=C(C=CC1[N+](=O)[O-])S(=O)(=O)NC1=CC=C(C=C1)S(NC1=C(C(=CC=C1)Cl)C)(=O)=O 3-methyl-4-nitro-N-(4-(N-(3-chloro-2-methylphenyl)sulfamoyl)phenyl)benzenesulfonamide